Tert-Butyl (R)-(1-(6-aminopyridin-3-yl)piperidin-3-yl)(methyl)carbamate NC1=CC=C(C=N1)N1C[C@@H](CCC1)N(C(OC(C)(C)C)=O)C